C(N)(OCC(C1CCNCC1)C(C)(C)C)=O (tert-butyl 2-(piperidin-4-yl) ethyl) carbamate